NC1=NN2C(C=C(C=C2)C=2C=C3C(=CN(C3=CC2)C)NC(C(C)C2=CC=C(C=C2)F)=O)=N1 N-(5-(2-amino-[1,2,4]triazolo[1,5-a]pyridin-7-yl)-1-methyl-1H-indol-3-yl)-2-(4-fluorophenyl)propionamide